C(#N)C1=C(C=C(C=C1)N1[C@H](O[C@@H](C1)COC1=CC=C(C=C1)CC(=O)N)C(F)(F)F)C(F)(F)F 2-(4-(((2R,5S)-3-(4-Cyano-3-(trifluoromethyl)phenyl)-2-(trifluoromethyl)oxazolidin-5-yl)methoxy)phenyl)acetamid